5-hydroxy-1,3-dimethyl-7-(1-propionylpiperidin-4-yl)quinolin-2(1H)-one OC1=C2C=C(C(N(C2=CC(=C1)C1CCN(CC1)C(CC)=O)C)=O)C